1-methyl-2-oxo-1,2-dihydroquinoline-3-carbonitrile CN1C(C(=CC2=CC=CC=C12)C#N)=O